9,9-Bis(4-aminophenyl)fluorene NC1=CC=C(C=C1)C1(C2=CC=CC=C2C=2C=CC=CC12)C1=CC=C(C=C1)N